CC(=CC#N)CCC1=CC=CC=C1 3-methyl-5-phenyl-2-pentenonitrile